3-(5-(4-fluorophenyl)-2-(4-(trifluoromethyl)phenyl)-1H-pyrrol-3-yl)-N-((3S,4R)-4-hydroxy-2-oxopyrrolidin-3-yl)propanamide FC1=CC=C(C=C1)C1=CC(=C(N1)C1=CC=C(C=C1)C(F)(F)F)CCC(=O)N[C@@H]1C(NC[C@H]1O)=O